Cl.COC(C1=CC=C(C=C1)C=1SC(=CC1)CN1C=NN(C1=O)C\C(=C\F)\CN)=O 4-[5-(1-[(2E)-2-(aminomethyl)-3-fluoroprop-2-en-1-yl]-5-oxo-1,5-dihydro-4H-1,2,4-triazol-4-ylmethyl)thiophen-2-yl]benzoic acid methyl ester hydrochloride